OC=1C=C2C(CC(OC2=C(C1C)C)=O)(C)C 6-hydroxy-4,4,7,8-tetramethylchromen-2-one